COC=1C=C(OC2=CC=NC3=CC(=C(C=C23)OC)OC)C=C(C1)OC 4-(3,5-Dimethoxy-phenoxy)-6,7-dimethoxy-quinoline